COCCN1N=CC(=C1)NC=1SC=C(N1)C1=CC=C(C=C1)N1C(CCC1)=O 1-(4-{2-[1-(2-Methoxy-ethyl)-1H-pyrazol-4-ylamino]-thiazol-4-yl}-phenyl)-pyrrolidin-2-one